6-methyl-3H-benzotriazole-4-carboxamide CC=1C=C(C2=C(N=NN2)C1)C(=O)N